[C@H]1(CCC2=CC=CC=C12)NC(=O)C1=CC=C(S1)C1=C(C(=NC(=C1C(=O)N)CC(C)C)CC(=O)C1=CC=C(C=C1)F)C=1OC(=NN1)C (R)-4-(5-((2,3-dihydro-1H-inden-1-yl)carbamoyl)thiophen-2-yl)-6-(2-(4-fluorophenyl)-2-oxoethyl)-2-isobutyl-5-(5-methyl-1,3,4-oxadiazol-2-yl)nicotinamide